ClC(COCCO)(Cl)O Dichloro-diethylene glycol